C(C)(C)(C)OC(=O)N1[C@@H](CCC1)C(N[C@H](C(=O)NC(C)C)CCCCC1=C(C(C(=C(C1=O)C)C)=O)C)=O (S)-2-(((S)-1-(isopropylamino)-1-oxo-6-(2,4,5-trimethyl-3,6-dioxocyclohexa-1,4-dien-1-yl)hex-2-yl)carbamoyl)pyrrolidine-1-carboxylic acid tert-butyl ester